1,3,5-tris((t-butyldimethylsilyl)oxy)benzene 5-(2-((R or S)-3-((S or R)-ethoxy(phenyl)methyl)-3-(2-(5-fluoro-thiophen-2-yl)ethyl)pyrrolidin-1-yl)propan-2-yl)-2-methylpyridinecitrate C(C)O[C@H]([C@]1(CN(CC1)C(C)(C)C=1C=CC(NC1)(C(C(CC(=O)O)(O)C(=O)O)C(=O)O)C)CCC=1SC(=CC1)F)C1=CC=CC=C1.[Si](C)(C)(C(C)(C)C)OC1=CC(=CC(=C1)O[Si](C)(C)C(C)(C)C)O[Si](C)(C)C(C)(C)C |o1:3,4|